6-bromo-3-methyl-1-(tetrahydro-2H-pyran-2-yl)-1H-pyrazolo[4,3-b]pyridine BrC=1C=C2C(=NC1)C(=NN2C2OCCCC2)C